BrC1=CC=CC=C1 Bromo-benzol